[3-(4-Chloro-phenyl)-adamantan-1-ylmethyl]-(4-trifluoromethyl-benzyl)-amine ClC1=CC=C(C=C1)C12CC3(CC(CC(C1)C3)C2)CNCC2=CC=C(C=C2)C(F)(F)F